ClC=1C=CC=2N(N1)C(=CN2)NC2=CC=C1C=C(C(=CC1=C2)C(=O)NC2=CC=C(C=C2)N2CCN(CC2)C)OC 7-((6-chloroimidazo[1,2-b]pyridazin-3-yl)amino)-3-methoxy-N-(4-(4-methylpiperazin-1-yl)phenyl)-2-naphthamide